FC1=CC=C(C=C1)C(CCC(CNC(OC(C)(C)C)=O)C)=O tert-butyl (5-(4-fluorophenyl)-2-methyl-5-oxopentyl)carbamate